C(C)(C)(C)C1=CC=C(C=C1)NC1CCC(CC1)C(C)NC(OCC1C2=CC=CC=C2C=2C=CC=CC12)=O (9H-fluoren-9-yl)methyl (1-(4-((4-(tert-butyl)phenyl)amino) cyclohexyl)ethyl)carbamate